1-(2-methylpropyl)pyrazol-3-amine CC(CN1N=C(C=C1)N)C